NC1=NC=C(C(=N1)C1=CNC2=NC=C(C=C21)C#CC(C)(O)C)Cl 4-(3-(2-amino-5-chloropyrimidin-4-yl)-1H-pyrrolo[2,3-b]pyridin-5-yl)-2-methylbut-3-yn-2-ol